1-Oxazol-5-ylmethyl-3-[4-(4-trifluoromethoxy-benzenesulfonyl)-phenyl]-urea O1C=NC=C1CNC(=O)NC1=CC=C(C=C1)S(=O)(=O)C1=CC=C(C=C1)OC(F)(F)F